IC=1NC2=CC=C(C(=C2C1)[N+](=O)[O-])OC 2-iodo-5-methoxy-4-nitro-1H-indole